(R)-2-amino-2-(1-(2-(4-chloro-3'-hydroxy-[1,1'-biphenyl]-2-yl)ethyl)piperidin-4-yl)-1-(4-(2-ethoxy-6-fluorobenzyl)piperazin-1-yl)ethan-1-one hydrobromide salt Br.N[C@@H](C(=O)N1CCN(CC1)CC1=C(C=CC=C1F)OCC)C1CCN(CC1)CCC1=C(C=CC(=C1)Cl)C1=CC(=CC=C1)O